FC(C=1C(=C(C=CC1F)[C@H]1[C@@H](O[C@]([C@H]1C)(C(F)(F)F)C)C(=O)NC=1C=NC(=CC1)[C@@H]1OC(OC1)(C)C)OC)F |o1:9,10,12,13| Rel-(2r,3S,4S,5r)-3-(3-(difluoromethyl)-4-fluoro-2-methoxyphenyl)-N-(6-((S)-2,2-dimethyl-1,3-dioxolan-4-yl)pyridin-3-yl)-4,5-dimethyl-5-(trifluoromethyl)tetrahydrofuran-2-carboxamide